3-(5-(Methoxycarbonyl)thiophen-3-yl)-2,5-dihydropyrrole-1-carboxylic acid tert-butyl ester C(C)(C)(C)OC(=O)N1CC(=CC1)C1=CSC(=C1)C(=O)OC